(R)-3-beta-D-glucopyranosyloxy-gamma-butyrolactone [C@@H]1([C@H](O)[C@@H](O)[C@H](O)[C@H](O1)CO)O[C@@H]1CC(=O)OC1